3-(((2-formyl-6-methylpyridin-3-yl)oxy)methyl)benzoic acid C(=O)C1=NC(=CC=C1OCC=1C=C(C(=O)O)C=CC1)C